4-bromo-1H-benzo[d][1,2,3]triazole BrC1=CC=CC=2NN=NC21